(((2R)-1-acetyl-4-(4-(difluoromethoxy)-3-hydroxyphenyl)pyrrolidine-2-carboxamido)methyl)-N-(4,4-difluorocyclohexyl)-N-methylpyridineamide C(C)(=O)N1[C@H](CC(C1)C1=CC(=C(C=C1)OC(F)F)O)C(=O)NCC=1C(=NC=CC1)C(=O)N(C)C1CCC(CC1)(F)F